CCOC(=S)S[Hg]SC(=S)OCC mercury xanthate